1-(6-(cyclopropanesulfonamido)pyrazin-2-yl)-N-(5-(6-ethoxypyrazin-2-yl)pyridin-2-yl)cyclohexane-1-carboxamide C1(CC1)S(=O)(=O)NC1=CN=CC(=N1)C1(CCCCC1)C(=O)NC1=NC=C(C=C1)C1=NC(=CN=C1)OCC